3-(1-oxo-5-(1-((5,6,7,8-tetra-hydronaphthalen-2-yl)methyl)piperidin-4-yl)isoindolin-2-yl)piperidine-2,6-dione O=C1N(CC2=CC(=CC=C12)C1CCN(CC1)CC1=CC=2CCCCC2C=C1)C1C(NC(CC1)=O)=O